(5S)-5-{[3-(Difluoromethyl)azetidin-1-yl]carbonyl}-2-(4-methylbenzyl)-5,6,7,8-tetrahydro[1,2,4]triazolo[4,3-a]pyridin-3(2H)-one FC(C1CN(C1)C(=O)[C@@H]1CCCC=2N1C(N(N2)CC2=CC=C(C=C2)C)=O)F